N-(4-(4-(4-(2,6-dioxopiperidin-3-yl)benzyl)piperazin-1-yl)-3-(trifluoromethyl)phenyl)-3-(imidazo[1,2-b]pyridazin-3-ylethynyl)-4-methylbenzamide O=C1NC(CCC1C1=CC=C(CN2CCN(CC2)C2=C(C=C(C=C2)NC(C2=CC(=C(C=C2)C)C#CC2=CN=C3N2N=CC=C3)=O)C(F)(F)F)C=C1)=O